CC(=CCC1C(CCC1)=O)CCC=C(C)C 2-(3,7-dimethylocta-2,6-dienyl)cyclopentan-1-one